C(N)(=O)C1=C(C2=C(C(=N1)C=1C=C3CCN(CC3=CC1)C(=O)OC(C)(C)C)C(=CS2)F)C2=C(C=C(C=C2OCCOC)F)F tert-butyl 6-[6-carbamoyl-7-[2,4-difluoro-6-(2-methoxyethoxy)phenyl]-3-fluoro-thieno[3,2-c]pyridin-4-yl]-3,4-dihydro-1H-isoquinoline-2-carboxylate